C(C=1C(C(=O)OCC=CC#C)=CC=CC1)(=O)OCCCC(C)C phthalic acid, isohexyl pent-2-en-4-yn-1-yl ester